α-naphthylthiourea C1(=CC=CC2=CC=CC=C12)NC(=S)N